(2S,3R)-3-((2-aminopyridin-4-yl)methyl)-1-(((R)-1-cyclohexylethyl)carbamoyl)-4-oxoazetidine-2-carboxylic acid hydrochloride Cl.NC1=NC=CC(=C1)C[C@@H]1[C@H](N(C1=O)C(N[C@H](C)C1CCCCC1)=O)C(=O)O